C(C)(C)(C)O[C@H](C(=O)OCC)C1=C(C2=C(N=C(S2)C=2C=C3C(=NN(C3=CC2)CC)C2CCNCC2)C=C1C)C1=CC=C(C=C1)Cl ethyl (S)-2-(tert-butoxy)-2-(7-(4-chlorophenyl)-2-(1-ethyl-3-(piperidin-4-yl)-1H-indazol-5-yl)-5-methylbenzo[d]thiazol-6-yl)acetate